4-methyl-N-[4-[(4-methyl-1-piperazinyl)methyl]-3-(trifluoromethyl)phenyl]-benzamide CC1=CC=C(C(=O)NC2=CC(=C(C=C2)CN2CCN(CC2)C)C(F)(F)F)C=C1